CC([C@H](C)NC1=NC=C(C(=N1)N[C@H]1C[C@H]([C@@H](CC1)C)O)C(=O)N)(C)C 2-((S)-3,3-dimethylbutan-2-ylamino)-4-((1R,3R,4R)-3-hydroxy-4-methylcyclohexylamino)pyrimidine-5-carboxamide